O[C@H]1[C@H](N(C(C1)=O)C)COC=1N=C(C2=C(N1)CN(CC2)C2=CC=CC1=CC=CC(=C21)C)N2C[C@@H](NCC2)CC#N 2-[(2S)-4-[2-[[(2R,3R)-3-Hydroxy-1-methyl-5-oxo-pyrrolidin-2-yl]methoxy]-7-(8-methyl-1-naphthyl)-6,8-dihydro-5H-pyrido[3,4-d]pyrimidin-4-yl]piperazin-2-yl]acetonitrile